(2S,3R)-3-((R)-2-(azetidin-3-yl)chroman-7-yl)-3-cyclopropyl-2-methylpropanoic acid N1CC(C1)[C@@H]1OC2=CC(=CC=C2CC1)[C@@H]([C@@H](C(=O)O)C)C1CC1